4-(aminomethyl)-1-methylcyclohexanol NCC1CCC(CC1)(O)C